3-(6-((7-(4,4-difluoropiperidin-1-yl)heptyl)amino)-2-oxobenzo[cd]indol-1(2H)-yl)piperidine-2,6-dione FC1(CCN(CC1)CCCCCCCNC=1C=2C3=C(C(N(C3=CC1)C1C(NC(CC1)=O)=O)=O)C=CC2)F